C(C)(C)(C)OC(=O)N1C(CC1)OC1=CC(=C(C(=C1)F)[C@H]1N([C@@H](CC=2C3=CC=CC=C3NC12)C)CC(C)(C)F)F {3,5-difluoro-4-[(1R,3R)-2-(2-fluoro-2-methyl-propyl)-3-methyl-2,3,4,9-tetrahydro-1H-β-carbolin-1-yl]-phenoxy}-azetidine-1-carboxylic acid tert-butyl ester